C(C)N(C(C)C)C(C)C N-Ethyl-diisopropylamin